3-(5-Methyloxazol-2-yl)acrylic acid ethyl ester C(C)OC(C=CC=1OC(=CN1)C)=O